C1(CC(O)(C(=O)[O-])CC(=O)OCCCCCCCCCCCCO1)=O dodecamethylene citrate